6-((3-methoxypropyl)sulfinyl)-4-phenyl-2-(pyridin-3-yl)thieno[2,3-d]pyrimidin-5-amine COCCCS(=O)C1=C(C2=C(N=C(N=C2C2=CC=CC=C2)C=2C=NC=CC2)S1)N